(S)-6-(3-butyl-6-methoxy-3,4-dihydroisoquinolin-1-yl)quinolone C(CCC)[C@@H]1N=C(C2=CC=C(C=C2C1)OC)C=1C=C2C=CC(NC2=CC1)=O